CC1NCCC2(C1)OCC(C1=C2SC(=C1)C(F)(F)F)O 2'-methyl-2-(trifluoromethyl)spiro[4,5-dihydrothieno[2,3-c]pyran-7,4'-piperidin]-4-ol